ClC=1OC2=C(C1S(=O)(=O)Cl)C=CC=C2 chlorobenzofuran-3-sulfonyl chloride